N-Methyl-N-(piperidin-4-yl)-5-[5-(1H-pyrazol-4-yl)pyrimidin-2-yl][1,3]thiazolo[5,4-d][1,3]thiazol-2-amin CN(C=1SC=2N=C(SC2N1)C1=NC=C(C=N1)C=1C=NNC1)C1CCNCC1